CC=1C=C(C(=O)C=2N(C=CC2)\C(\C(=O)OC)=C\OC)C=C(C1)C methyl (E)-2-[2-(3,5-dimethylbenzoyl)pyrrol-1-yl]-3-methoxyacrylate